C1(=CC=CC=C1)OP(=O)(OC1=CC=CC=C1)O.OC1=CC=C(C=C1)C(C)(C)C1=CC=C(C=C1)O Bisphenol-A diphenyl-phosphate